C[C@@H]1N(CCN(C1)C(=O)C=1N=NN(C1)C)C(CCCC)=O ((S)-2-methyl-4-(1-methyl-1H-1,2,3-triazole-4-carbonyl)piperazin-1-yl)pentan-1-one